NC=1N=CC(=NC1C1=CC=NS1)C=1C=C(C=CC1C)C(CO)(C(F)(F)F)O 2-(3-(5-amino-6-(isothiazol-5-yl)pyrazin-2-yl)-4-methylphenyl)-3,3,3-trifluoropropane-1,2-diol